O=C1NC(CCC1N1C(C2=CC=CC(=C2C1=O)NCCOCCOCCN1CCN(CC1)CCOCCC(=O)OC(C)(C)C)=O)=O tert-butyl 3-[2-[4-[2-[2-[2-[[2-(2,6-dioxo-3-piperidyl)-1,3-dioxo-isoindolin-4-yl]amino]ethoxy]ethoxy]ethyl]piperazin-1-yl]ethoxy]propanoate